3-((L-alanyl)amino)-3,3-dideutero-1-propanesulfonic acid N[C@@H](C)C(=O)NC(CCS(=O)(=O)O)([2H])[2H]